methyl 5-(((4-(bis(2-hydroxyethoxy)methyl)-6-methoxypyridin-3-yl)oxy)methyl)nicotinate OCCOC(C1=C(C=NC(=C1)OC)OCC=1C=NC=C(C(=O)OC)C1)OCCO